BrC=1C=C(C2=C(N=C(CC(=C2)C(=O)O)NC(=O)OC(C)(C)C)C1)F 8-bromo-2-((tert-butoxycarbonyl)amino)-6-fluoro-3H-benzo[b]azepin-4-carboxylic acid